N-(9,9'-spirobi[fluoren]-2-yl)-N-(9,9-diphenyl-9H-fluoren-3-yl)dibenzo[b,d]furan-3-amine C1=C(C=CC=2C3=CC=CC=C3C3(C12)C1=CC=CC=C1C=1C=CC=CC13)N(C=1C=CC3=C(OC2=C3C=CC=C2)C1)C=1C=CC=2C(C3=CC=CC=C3C2C1)(C1=CC=CC=C1)C1=CC=CC=C1